C(C)(C)(C)OC(=O)NC1=CC=C(C=C1)B(O)O [4-(tert-butoxycarbonylamino)phenyl]boronic acid